3-{bis-[2-(2-ethylhexyloxy)ethoxy]phosphoryl}propanoic acid C(C)C(COCCOP(=O)(OCCOCC(CCCC)CC)CCC(=O)O)CCCC